CC1=C(C(=CC(=C1)C)OCCCC=C)C1=CC(=CC=C1)[C@H](CC(=O)OC)NC([C@H](CC=C)N1C(C=CC(=C1)CCN(C)C)=O)=O Methyl (S)-3-(2',4'-dimethyl-6'-(pent-4-en-1-yloxy)-[1,1'-biphenyl]-3-yl)-3-((S)-2-(5-(2-(dimethylamino)ethyl)-2-oxopyridin-1(2H)-yl)pent-4-enamido)propanoate